OCCN1C(N(C2=C(C1=O)C(=C(S2)C(=O)OC)C)CCC2=CC=CC=C2)=O methyl 3-(2-hydroxyethyl)-5-methyl-2,4-dioxo-1-(2-phenylethyl)-1H,2H,3H,4H-thieno[2,3-d]pyrimidine-6-carboxylate